methanesulfonyl-(methanesulfonyl) chloride CS(=O)(=O)CS(=O)(=O)Cl